FC1=C(C=C(C=C1)OC1=NC(=CC=C1)C1=CC(=CC=C1)O)O 2-fluoro-5-{[6-(3-hydroxyphenyl)pyridin-2-yl]oxy}phenol